C(C)C1OC(=C(C1=O)O)C ethyl-4-hydroxy-5-methyl-2H-furan-3-one